(E)-2-chloro-5-(3,3-diethoxyprop-1-yn-1-yl)isonicotinaldehyde oxime ClC=1C=C(/C=N/O)C(=CN1)C#CC(OCC)OCC